ClC1=CC(=C(CC2CN(C[C@@H](O2)C)C(=O)OC(C)(C)C)C(=C1)C1=NC=NN2C1=CC(=C2)CN2C(CN(CC2=O)C)=O)F tert-butyl (6S)-2-(4-chloro-2-fluoro-6-(6-((4-methyl-2,6-dioxopiperazin-1-yl)methyl)pyrrolo[2,1-f][1,2,4]triazin-4-yl)benzyl)-6-methylmorpholine-4-carboxylate